CC1=NC2=CC=CC(=C2C(N1C1CNCCC1)=O)CCCCCN1CCN(CC1)C 3-(2-methyl-5-(5-(4-methylpiperazin-1-yl)pentyl)-4-oxoquinazolin-3(4H)-yl)piperidine